4-(6-amino-3-imino-3H-xanthen-9-yl)benzoic acid NC=1C=C2OC3=CC(C=CC3=C(C2=CC1)C1=CC=C(C(=O)O)C=C1)=N